C(CC(=O)[O-])/C(=C/C(=O)[O-])/C(=O)[O-] The molecule is tricarboxylate anion of but-1-ene-1,2,4-tricarboxylic acid; major species at pH 7.3. It has a role as a Saccharomyces cerevisiae metabolite. It is a conjugate base of a but-1-ene-1,2,4-tricarboxylic acid.